N-(3-chloro-5-(methylsulfonamido)phenyl)-5-(5-(1,1-difluoro-5-azaspiro[2.4]heptan-5-yl)pyridin-2-yl)-1-methyl-1H-pyrrole-3-carboxamide ClC=1C=C(C=C(C1)NS(=O)(=O)C)NC(=O)C1=CN(C(=C1)C1=NC=C(C=C1)N1CC2(CC2(F)F)CC1)C